6-[4-(5-fluoropyridine-3-carbonyl)-2-(trifluoromethyl)piperazin-1-yl]-4-[(3R)-3-methylmorpholin-4-yl]-1H-pyridin-2-one FC=1C=C(C=NC1)C(=O)N1CC(N(CC1)C1=CC(=CC(N1)=O)N1[C@@H](COCC1)C)C(F)(F)F